(S)-2-(5-(2-fluorophenyl)-4-(4-isobutyryl-2-methylpiperazin-1-yl)-7H-pyrrolo[2,3-d]pyrimidin-7-yl)pyrimidine-4-carbonitrile FC1=C(C=CC=C1)C1=CN(C=2N=CN=C(C21)N2[C@H](CN(CC2)C(C(C)C)=O)C)C2=NC=CC(=N2)C#N